2-[4-Amino-5-(5-chloro-2-ethyl-4-methoxy-phenoxy)-pyrimidin-2-ylamino]-butan-1-ol NC1=NC(=NC=C1OC1=C(C=C(C(=C1)Cl)OC)CC)NC(CO)CC